ClC1=CC=NC2=CC=CC(=C12)Cl 4,5-dichloroquinoline